2,4-dimethyl-2-propyl-3,6-dihydro-2EZ-pyran CC1(OCC=C(C1)C)CCC